FC(C(=O)NC=1N=CC2=CC=C(C=C2C1)C1=CN=CN1C)(C)C 2-fluoro-2-methyl-N-(6-(1-methyl-1H-imidazol-5-yl)isoquinolin-3-yl)propionamide